3,3-dimethoxy-4,4-diaminobiphenyl COC1(C=C(C=CC1(N)N)C1=CC=CC=C1)OC